N-acetoxypropylamine C(C)(=O)ONCCC